amino-hydroxypropanesulfonate NC(CC)(S(=O)(=O)[O-])O